ClC=1C=C(C=CC1F)[C@@H]1CN2[C@H](CO1)CN(CC2)C(=O)C=2C(=C(C=CC2)C2=CC(NC=C2)=O)Cl 4-[3-[(3R,9aS)-3-(3-chloro-4-fluoro-phenyl)-3,4,6,7,9,9a-hexahydro-1H-pyrazino[2,1-c][1,4]oxazine-8-carbonyl]-2-chlorophenyl]-1H-pyridin-2-one